(S)-2-(3-(hydroxymethyl)bicyclo[1.1.1]pentan-1-yl)hexahydroimidazo[1,5-a]pyrazine-3(2H)-one OCC12CC(C1)(C2)N2C(N1[C@@H](CNCC1)C2)=O